ethoxydiphenylmethane C(C)OC(C1=CC=CC=C1)C1=CC=CC=C1